O-tert-butyl (1S,4s,6R)-6-methoxy-1-methyl-2-azaspiro[3.3]heptane-2-carbothioate COC1CC2(CN([C@H]2C)C(OC(C)(C)C)=S)C1